C=CCC1=C(C(=C(C=C1)O)C2=CC=CC=C2O)CC=C Diallylbiphenol